N-(8-(methylamino)-5-(5-(oxetan-3-yloxy)benzo[d]oxazol-2-yl)-2,7-naphthyridin-3-yl)cyclopropanecarboxamide Potassium 2-(1-hydroxypentyl)-benzoate OC(CCCC)C1=C(C(=O)[O-])C=CC=C1.[K+].CNC=1N=CC(=C2C=C(N=CC12)NC(=O)C1CC1)C=1OC2=C(N1)C=C(C=C2)OC2COC2